C(C)(C)(C)C1N(CCC12CN(CC2(F)F)C(=O)C=2C1=C(N3CCCC23)C=CC=C1)C(=O)O.[N+](=O)([O-])C1=CC=C(C=C1)C(C(O)=O)CCC[C@@H]1SC[C@@H]2NC(=O)N[C@H]12 4-nitrophenyl-biotin tert-butyl-7-({1H,2H,3H-benzo[b]pyrrolizin-9-yl}carbonyl)-9,9-difluoro-2,7-diazaspiro[4.4]nonane-2-carboxylate